ethyl 1-(4-hydroxybutyl)-1H-imidazole-4-carboxylate OCCCCN1C=NC(=C1)C(=O)OCC